COC1=NC=C(C=C1C=1C(=C(C=CC1F)S(=O)(=O)N)F)C=1C=C2C(=NC=NC2=C(C1)OCC1COCC1)C (2-methoxy-5-(4-methyl-8-((tetrahydrofuran-3-yl)methoxy)quinazolin-6-yl)pyridin-3-yl)-2,4-difluorobenzenesulfonamide